(3S,9S,10R,13S,14S)-10,13-Dimethyl-17-(4-(trifluoromethyl)pyridin-3-yl)-2,3,4,7,8,9,10,11,12,13,14,15-dodecahydro-1H-cyclopenta[a]phenanthren-3-yl acetate C(C)(=O)O[C@H]1CC[C@@]2([C@H]3CC[C@@]4(C(=CC[C@H]4C3CC=C2C1)C=1C=NC=CC1C(F)(F)F)C)C